ClC=1C=CC=C2C(=NC(=NC12)C1=CC=C(OCC=2C=C(C(=O)OC)C=CC2)C=C1)C Methyl 3-((4-(8-chloro-4-methylquinazolin-2-yl)phenoxy)methyl)benzoate